(5-bromopyridin-3-yl)(3,4-dihydroquinolin-1(2H)-yl)methanone BrC=1C=C(C=NC1)C(=O)N1CCCC2=CC=CC=C12